2-(((9-((2R,4S,5R)-4-acetoxy-5-(((tert-butyldiphenylsilyl)oxy)methyl)-5-ethynyltetrahydrofuran-2-yl)-2-fluoro-9H-purin-6-yl)carbamoyl)oxy)propane-1,3-diyl dipentanoate C(CCCC)(=O)OCC(COC(CCCC)=O)OC(NC1=C2N=CN(C2=NC(=N1)F)[C@@H]1O[C@]([C@H](C1)OC(C)=O)(C#C)CO[Si](C1=CC=CC=C1)(C1=CC=CC=C1)C(C)(C)C)=O